(E)-3,7-dimethylnonane-1,6-dien-3-ol CC(C=C)(CC\C=C(\CC)/C)O